CC1(CN(CC1)C(=O)OCC1=CC=CC=C1)C(=O)OC 1-benzyl 3-methyl 3-methylpyrrolidine-1,3-dicarboxylate